Ethyl 2-(7-((4-amino-6-((4-cyanophenyl)amino)-1,3,5-triazin-2-yl)oxy)-1,2,3,4-tetrahydrocyclopenta[b]indol-3-yl)acetate NC1=NC(=NC(=N1)NC1=CC=C(C=C1)C#N)OC1=CC=2C3=C(NC2C=C1)C(CC3)CC(=O)OCC